4-(5-chloro-2-methoxyphenyl)-6-(dibromomethyl)nicotinate ClC=1C=CC(=C(C1)C1=CC(=NC=C1C(=O)[O-])C(Br)Br)OC